C(C1=CC=CC=C1)OC1=C(N=CC2=CC=NC=C12)C(=O)O 4-(benzyloxy)-2,6-naphthyridine-3-carboxylic acid